BrC=1C(=CC(=C(C1)CC(=O)O)F)F (5-bromo-2,4-difluorophenyl)acetic acid